ClC1=C(C=CC(=C1)Cl)C1(CCOCC1)CNC(=O)[C@]1(C=2C=CC=NC2[C@H](CC1)O)F (5S,8S)-N-((4-(2,4-dichlorophenyl)tetra-hydro-2H-pyran-4-yl)methyl)-5-fluoro-8-hydroxy-5,6,7,8-tetrahydroquinoline-5-carboxamide